(2S)-4,4-difluoro-2-methyl-pyrrolidine-1-carbonitrile FC1(C[C@@H](N(C1)C#N)C)F